FC1=C(C(=CC=C1)C(F)(F)F)C1=NC(=CC=N1)C (2-fluoro-6-trifluoromethyl-phenyl)-6-methylpyrimidine